8-(2,6-dimethylpyridin-3-yl)-5-(((5-fluoro-2,3-dihydrobenzofuran-4-yl)methyl)amino)-1-(methylsulfonyl)imidazo[1,5-a]pyridine-6-carbonitrile CC1=NC(=CC=C1C=1C=2N(C(=C(C1)C#N)NCC1=C(C=CC3=C1CCO3)F)C=NC2S(=O)(=O)C)C